ClC=1C=C(C=C2C=C(N=NC12)NC(=O)[C@H]1[C@H](C1)F)C1=C(C=NC=C1)C (1S,2S)-N-(8-Chloro-6-(3-methylpyridin-4-yl)cinnolin-3-yl)-2-fluorocyclopropanecarboxamide